C(C(C(C(C(C(C(C(\C=C/C\C=C/C\C=C/CC)([2H])[2H])([2H])[2H])([2H])[2H])([2H])[2H])([2H])[2H])([2H])[2H])([2H])[2H])(=O)O Alpha-linolenic acid-d14